BrC=1C=CC(=C(C(=O)O)C1)CC(=O)OC(C)(C)C 5-bromo-2-(2-(tert-butoxy)-2-oxoethyl)benzoic acid